1-(3-(6-chloro-8-cyclopropoxy-7-(5-methyl-1H-indazol-4-yl)-2-(((S)-1-methylpyrrolidin-2-yl)methoxy)quinazolin-4-yl)-3,6-diazabicyclo[3.1.1]heptan-6-yl)prop-2-en-1-one ClC=1C=C2C(=NC(=NC2=C(C1C1=C2C=NNC2=CC=C1C)OC1CC1)OC[C@H]1N(CCC1)C)N1CC2N(C(C1)C2)C(C=C)=O